N-({4-amino-1H,3H-furo[3,4-c]quinolin-7-yl}methyl)-N-(3-chloro-1-methyl-1H-pyrazol-4-yl)-6-(trifluoromethyl)pyridine-3-carboxamide NC1=NC=2C=C(C=CC2C2=C1COC2)CN(C(=O)C=2C=NC(=CC2)C(F)(F)F)C=2C(=NN(C2)C)Cl